N[C@H](CC(=O)O)CC1=CC(=CC=C1)C#N (S)-β-amino-4-(3-cyanophenyl)-butyric acid